7-cyclobutoxy-N-(1-((1s,2r)-2-fluorocyclopropyl)-2-oxo-1,2-dihydropyridin-3-yl)-2-(1-methyl-2-oxabicyclo[2.1.1]hex-4-yl)imidazo[1,2-a]pyrimidine-6-carboxamide C1(CCC1)OC1=NC=2N(C=C1C(=O)NC=1C(N(C=CC1)[C@@H]1[C@@H](C1)F)=O)C=C(N2)C21COC(C2)(C1)C